4-bromo-6-methoxy-N-(4-(trifluoromethoxy)phenyl)isoquinolin-1-amine BrC1=CN=C(C2=CC=C(C=C12)OC)NC1=CC=C(C=C1)OC(F)(F)F